BrC1=CC=C2C(=CNC2=C1F)S(=O)(=O)NC1=NC=C(C(=N1)OC)CC(F)F 6-bromo-N-[5-(2,2-difluoroethyl)-4-methoxy-pyrimidin-2-yl]-7-fluoro-1H-indole-3-sulfonamide